BrC1=C2C(=CC(=NC2=CC(=C1)S(=O)(=O)N(C(OC(C)(C)C)=O)C1(CC1)C)O)C tert-butyl ((5-bromo-2-hydroxy-4-methylquinolin-7-yl)sulfonyl)(1-methylcyclopropyl)carbamate